C1(=CC=CC=C1)C1(CC1)C=1NC(C2=C(N1)CCN(C2)C([C@H](C)C2=CC=CC=C2)=O)=O (R)-2-(1-phenylcyclopropyl)-6-(2-phenylpropionyl)-5,6,7,8-tetrahydropyrido[4,3-d]pyrimidin-4(3H)-one